P(=O)(=O)OCCNC(CCC\C=C/C\C=C/C\C=C/C\C=C/CCCCC)=O Phospho-anandamide